BrC1=C(OC2C(N(CC2)C(=O)N2C[C@@H]3[C@@H](OCC(N3)=O)CC2)C)C=C(C=C1)C(F)(F)F (4aR,8aS)-6-[3-[2-bromo-5-(trifluoromethyl)phenoxy]-2-methyl-pyrrolidine-1-carbonyl]-4,4a,5,7,8,8a-hexahydropyrido[4,3-b][1,4]oxazin-3-one